FC=1C=C(C=CC1)N1C=CC=2C(=CC=CC12)C(=O)O 1-(3-fluorophenyl)-1H-indole-4-carboxylic acid